tert-butyl 3-(6-nitropiperidin-3-yl)-3,8-diazabicyclo[3.2.1]octane-8-carboxylate [N+](=O)([O-])C1CCC(CN1)N1CC2CCC(C1)N2C(=O)OC(C)(C)C